ClC=1C=CC(=C(C(=O)NC=2C(=NC(=CC2)OC)C)C1)NC1=C(C=C(C=C1)F)C 5-chloro-2-((4-fluoro-2-methylphenyl)amino)-N-(6-methoxy-2-methylpyridin-3-yl)benzamide